10-((6-oxo-4-(o-tolyl)pyrimidin-1(6H)-yl)methyl)-7-azaspiro[4.5]decane-7-carboxylate O=C1C=C(N=CN1CC1CCN(CC12CCCC2)C(=O)[O-])C2=C(C=CC=C2)C